ureido-4[1H]-pyrimidinone N(C(=O)N)N1C=NC(C=C1)=O